tert-butyl (R)-(3-(tert-butoxy)-1-hydrazineyl-1-oxopropan-2-yl)carbamate C(C)(C)(C)OC[C@H](C(=O)NN)NC(OC(C)(C)C)=O